FC1=C(C=C(C=C1)C1=C(C(=CC2=CC=CC=C12)NC(C1=C(C=CC(=C1)C1=NOC2C1CC(C2)CO)OC)=O)C(=O)N)C(F)(F)F (4-fluoro-3-(trifluoromethyl)phenyl)-3-(5-(5-(hydroxymethyl)-3a,5,6,6a-tetrahydro-4H-cyclopenta[d]isoxazol-3-yl)-2-methoxybenzamido)-2-naphthamide